2-([1,1'-biphenyl]-3-yl)-9-chloro-1,10-phenanthroline C1(=CC(=CC=C1)C1=NC2=C3N=C(C=CC3=CC=C2C=C1)Cl)C1=CC=CC=C1